[N+](=O)([O-])C1=CC=CC=C1 NITROBENZENE